CC1=C(C(=CC=C1)C)B(O)O (2,6-dimethyl-phenyl)boronic acid